C[Si](CCOCN1N=C(C=2CN(CCC21)C(=O)OC(C)(C)C)C(=O)OCC)(C)C 5-tert-butyl 3-ethyl 1-[2-(trimethylsilyl)ethoxy]methyl-1H,4H,5H,6H,7H-pyrazolo[4,3-c]pyridine-3,5-dicarboxylate